ClC=1C=C(C=C(C1)Cl)SC1CC1 cyclopropyl 3,5-dichlorophenyl sulfide